CCCCS n-butanethiol